C(CCCCC)(=O)O (Z)-hexanoic acid